3,6,9,12-tetraoxo-2,15-dioxa-4,7,10,13-tetraazaheptadecan-17-oic acid O=C(OC)NCC(NCC(NCC(NCOCC(=O)O)=O)=O)=O